ethyl 3-[(4R)-4-[2-[2-fluoro-5-[(4,6,7-trifluoro-1H-indol-5-yl)oxy]phenyl]-1H-imidazol-4-yl]-2,2,4-trimethyl-chroman-8-yl]propanoate FC1=C(C=C(C=C1)OC=1C(=C2C=CNC2=C(C1F)F)F)C=1NC=C(N1)[C@@]1(CC(OC2=C(C=CC=C12)CCC(=O)OCC)(C)C)C